((3S,5S)-4-benzyl-5-methyl-1,4-oxazepan-3-yl)methanol C(C1=CC=CC=C1)N1[C@H](COCC[C@@H]1C)CO